O1C(=CC=C1)CCC(=O)NC=1C=C(C=CC1)C1=NC=C(C=N1)COC=1C=CC(=C(C(=O)O)C1)O 5-((2-(3-(3-(Furan-2-yl)propanamido)phenyl)pyrimidin-5-yl)methoxy)-2-hydroxybenzoic acid